4-(naphthalene-1-yl)-3,5-diphenyl-5-tert-butylphenyl-1,2,4-triazol C1(=CC=CC2=CC=CC=C12)C1C(=CC(=CC1(C(C)(C)C)C1=CC=CC=C1)C1=NNC=N1)C1=CC=CC=C1